5-((1-(tert-butyl)-3-(3-((4-cyclopropylisothiazol-3-yl)oxy)cyclopentyl)-1H-pyrazol-5-yl)amino)-4-fluoro-2-(4-methoxybenzyl)-2,3-dihydrobenzo[d]isothiazole 1,1-dioxide C(C)(C)(C)N1N=C(C=C1NC=1C=CC2=C(CN(S2(=O)=O)CC2=CC=C(C=C2)OC)C1F)C1CC(CC1)OC1=NSC=C1C1CC1